CCCCCCCCCCCCCCCCCCCCCCCCCCCCCCCCCCCCCCC nonatriacontan